(2-methyl-1H-pyrrolo[2,3-c]pyridin-3-yl)ethan-1-amine CC1=C(C=2C(=CN=CC2)N1)C(C)N